N-(5-cyano-4-((2-methoxyethyl)amino)pyridin-2-yl)-7-(dimethoxymethyl)-4-fluoro-3,4-dihydro-2,4-methylene-1,8-naphthyridine-1(2H)-carboxamide C(#N)C=1C(=CC(=NC1)NC(=O)N1C2CC(C3=CC=C(N=C13)C(OC)OC)(C2)F)NCCOC